[C@H]12CNC[C@@H]2C1COC1=CC2=C(CC(O2)(C)C)C=C1NC(=O)C=1C=NN2C1N=CC=C2 N-(6-(((1R,5S,6r)-3-azabicyclo[3.1.0]hexan-6-yl)methoxy)-2,2-dimethyl-2,3-dihydrobenzofuran-5-yl)pyrazolo[1,5-a]pyrimidine-3-carboxamide